[Si](C1=CC=CC=C1)(C1=CC=CC=C1)(C(C)(C)C)OCC(=O)NC=1SC=C(C1C(=O)OC)Cl methyl 2-(2-((tert-butyldiphenylsilyl) oxy) acetamido)-4-chlorothiophene-3-carboxylate